Tert-butyl (3S,4R)-3-fluoro-4-((2-((E)-(((R)-2-hydroxybutoxy)imino)methyl)-3-(2,2,2-trifluoroethyl)benzo[b]thiophen-7-yl)amino)pyrrolidine-1-carboxylate F[C@H]1CN(C[C@H]1NC1=CC=CC2=C1SC(=C2CC(F)(F)F)/C=N/OC[C@@H](CC)O)C(=O)OC(C)(C)C